(4S,7S,9aR)-4-((tert-Butoxycarbonyl)amino)-5-oxo-2-(pyridin-2-yl)octahydro-1H-pyrrolo[1,2-a][1,4]diazepin-7-carboxylic acid methyl ester COC(=O)[C@@H]1CC[C@H]2N1C([C@H](CN(C2)C2=NC=CC=C2)NC(=O)OC(C)(C)C)=O